3-((4-carbamoylphenoxy)methyl)-4-methoxybenzo[b]thiophene-2-carboxylic acid benzyl ester C(C1=CC=CC=C1)OC(=O)C1=C(C2=C(S1)C=CC=C2OC)COC2=CC=C(C=C2)C(N)=O